(diethylcyclopentadienyl)(2,7-di-tert-butylfluorenyl)zirconium dichloride [Cl-].[Cl-].C(C)C=1C(C=CC1)(CC)[Zr+2]C1=C(C=CC=2C3=CC=C(C=C3CC12)C(C)(C)C)C(C)(C)C